N-(1-methyl-1H-pyrazolo[3,4-b]pyridin-5-yl)-1-(quinolin-5-yl)-5-(trifluoromethyl)-1H-pyrazole-4-carboxamide CN1N=CC=2C1=NC=C(C2)NC(=O)C=2C=NN(C2C(F)(F)F)C2=C1C=CC=NC1=CC=C2